O=C(CN)C(=O)O alpha-keto-beta-alanine